COC(C1=CC(=C(C=C1)Cl)NS(=O)(=O)C1=CC=C(C=C1)C)=O 4-chloro-3-((4-methylphenyl)sulfonylamino)benzoic acid methyl ester